5-(difluoromethyl)-4-methyl-4H-1,2,4-triazole-3-carbaldehyde FC(C=1N(C(=NN1)C=O)C)F